CCCCCCCCCCCCCC(=O)OC[C@H](COP(=O)([O-])[O-])OC(=O)CCCCCCC/C=C\\CCCCCCCC The molecule is a 1,2-diacyl-sn-glycerol 3-phosphate(2-) obtained by deprotonation of the phosphate OH groups of 1-myristoyl-2-oleoyl-sn-glycero-3-phosphate. It is a conjugate base of a 1-myristoyl-2-oleoyl-sn-glycero-3-phosphate.